N-(6-amino-5-methylpyridin-3-yl)-2-(2-(5-chloropyridin-3-yl)-5-methylpiperidin-1-yl)-2-oxoacetamide NC1=C(C=C(C=N1)NC(C(=O)N1C(CCC(C1)C)C=1C=NC=C(C1)Cl)=O)C